C1(CCCCC1)C1=CC=C(C=C1)NC1CCC(CC1)CNC(OC(C)(C)C)=O tert-butyl ((4-((4-cyclohexylphenyl)amino)cyclohexyl)methyl)carbamate